CCCC[Sn](CCCC)(CCCC)/C=C/CNC(=O)OC(C)(C)C tert-Butyl N-[(E)-3-tributylstannylallyl]carbamate